N-(2-(2,6-dioxopiperidin-3-yl)-1-oxo-2,3-dihydro-1H-inden-5-yl)nicotinamide O=C1NC(CCC1C1C(C2=CC=C(C=C2C1)NC(C1=CN=CC=C1)=O)=O)=O